FC1(OC(CN(C1)C=1C=C2C(=CC=NC2=CC1)C(=O)OCC)(F)F)F ethyl 6-(2,2,6,6-tetrafluoromorpholino)quinoline-4-carboxylate